ClC=1C=C(C=CC1F)C(C=1N(C(=C(N1)I)C)COCC[Si](C)(C)C)C1=CC(=C(C=C1)F)Cl 2-(bis(3-chloro-4-fluorophenyl)methyl)-4-iodo-5-methyl-1-((2-(trimethylsilyl)ethoxy)methyl)-1H-imidazole